CC(C(=O)O)C(CC(=O)O)O methyl-3-hydroxyglutaric acid